3-[[[3-(acetyloxy)-4-methoxy-2-pyridinyl]carbonyl]amino]-6-methyl-4,9-dioxo-8-(phenylmethyl)-1,5-dioxonan-7-yl 2-methylpropanoate CC(C(=O)OC1C(OC(C(COC(C1CC1=CC=CC=C1)=O)NC(=O)C1=NC=CC(=C1OC(C)=O)OC)=O)C)C